(R)-N-((S)-1-(benzo[d][1,3]dioxol-5-yl)butan-2-yl)-2-methylpropane-2-sulfinamide O1COC2=C1C=CC(=C2)C[C@H](CC)N[S@](=O)C(C)(C)C